2-((5-(2-(2,6-dimethyl-6-(methylamino)heptan-3-yl)-2,6-diazaspiro[3.4]octan-6-yl)-1,2,4-triazin-6-yl)oxy)-N-ethyl-5-fluoro-N-isopropylbenzamide hydrochloride Cl.CC(C)C(CCC(C)(NC)C)N1CC2(C1)CN(CC2)C=2N=CN=NC2OC2=C(C(=O)N(C(C)C)CC)C=C(C=C2)F